C(C)[Si](O[C@H]([C@@H](C)[C@@H]1CO1)CC)(CC)CC (2R,3R)-3-((2s,3s)-3-((triethylsilyl)oxy)pent-2-yl)oxirane